N-[(3R)-3-piperidyl]benzamide N1C[C@@H](CCC1)NC(C1=CC=CC=C1)=O